tert-Butyl (S)-4-(((5-(3-oxido-2H-benzo[d][1,3]oxathiol-6-yl)pyrimidin-2-yl)oxy)methyl)piperidine-1-carboxylate O=[S@@]1COC2=C1C=CC(=C2)C=2C=NC(=NC2)OCC2CCN(CC2)C(=O)OC(C)(C)C